1-(3-hydroxyprop-1-en-1-yl)-4,4-dimethylcyclohexan-1-ol OCC=CC1(CCC(CC1)(C)C)O